7-chloro-8-fluoro-2-(methylthio)pyrido[4,3-d]pyrimidin ClC1=C(C=2N=C(N=CC2C=N1)SC)F